N-Isopropyl-2-(4-(3-(4-morpholino-3-(trifluoromethyl)phenyl)ureido)phenyl)-1,5-naphthyridine-4-carboxamide C(C)(C)NC(=O)C1=CC(=NC2=CC=CN=C12)C1=CC=C(C=C1)NC(=O)NC1=CC(=C(C=C1)N1CCOCC1)C(F)(F)F